(Z)-3-(3-chlorophenyl)-N'-hydroxy-3-azabicyclo[3.1.0]hexane-6-carboxamidine ClC=1C=C(C=CC1)N1CC2C(C2C1)/C(=N/O)/N